The molecule is an N-(2-naphthyl)carboxamide obtained by formal condensation of the carboxy group of L-seryl-L-tyrosine with the amino group of 2-naphthylamine. It has a role as a chromogenic compound. It is a N-(2-naphthyl)carboxamide and a dipeptide. C1=CC=C2C=C(C=CC2=C1)NC(=O)[C@H](CC3=CC=C(C=C3)O)NC(=O)[C@H](CO)N